NC1=CC=C(C=N1)C=CC(=O)NCC1OC2=C(C1)C(=CC=C2C(C)(C)C)Br 3-(6-aminopyridin-3-yl)-N-((4-bromo-7-tert-butyl-2,3-dihydrobenzofuran-2-yl)methyl)acrylamide